C1(CC1)C1=NC=NC(=C1C1=NN2C(N(C(CC2)=O)[C@@H](C)C2=CC=C(C=C2)C=2N(C=C(N2)C#N)CC)=N1)OC (S)-2-(4-(1-(2-(4-cyclopropyl-6-methoxypyrimidin-5-yl)-5-oxo-6,7-dihydro-[1,2,4]triazolo[1,5-a]pyrimidin-4(5H)-yl)ethyl)phenyl)-1-ethyl-1H-imidazole-4-carbonitrile